ethoxycarbonyl-2,4-dimethylpyrrole-3-propionic acid ethyl ester C(C)OC(CCC1=C(NC(=C1C)C(=O)OCC)C)=O